ClC1=C(C(=C(C=C1OC)OC)Cl)C1=CC2=C(N=C(N=C2)SC)C(=N1)NCCCCN1C(CCC1)CO (1-(4-((6-(2,6-dichloro-3,5-dimethoxyphenyl)-2-(methylthio)pyrido[3,4-d]pyrimidin-8-yl)amino)butyl)pyrrolidin-2-yl)methanol